CN1N=NC(=C1NC(O[C@H](C)C1=C(C(=CC=C1)Cl)F)=O)C1=NC(=C(C=C1)NS(=O)(=O)C)C (R)-1-(3-chloro-2-fluorophenyl)ethyl (1-methyl-4-(6-methyl-5-(methylsulfonamido) pyridin-2-yl)-1H-1,2,3-triazol-5-yl)carbamate